(3R)-3-amino-8-fluoro-7-[5-(3-fluoro-1-methyl-3-piperidyl)-1,2,4-oxadiazol-3-yl]-1,1-dioxo-5-[(4-phenoxyphenyl)methyl]-2,3-dihydro-1lambda6,5-benzothiazepin-4-one N[C@H]1CS(C2=C(N(C1=O)CC1=CC=C(C=C1)OC1=CC=CC=C1)C=C(C(=C2)F)C2=NOC(=N2)C2(CN(CCC2)C)F)(=O)=O